1-((1r,4r)-4-(2-((tert-butyldiphenylsilyl)oxy)ethyl)cyclohexyl)-4-(4,4,5,5-tetramethyl-1,3,2-dioxaborolan-2-yl)-1H-pyrazole [Si](C1=CC=CC=C1)(C1=CC=CC=C1)(C(C)(C)C)OCCC1CCC(CC1)N1N=CC(=C1)B1OC(C(O1)(C)C)(C)C